BrC(C(=O)O)CCCC Monobromohexanoic acid